1-methyl-6-[4-[2-[(3R)-tetrahydropyran-3-yl]oxyethoxy]phenoxy]indazole-5-carboxamide CN1N=CC2=CC(=C(C=C12)OC1=CC=C(C=C1)OCCO[C@H]1COCCC1)C(=O)N